2,4-dichloro-5-((3-fluoropyrrolidin-1-yl)methyl)pyrimidine ClC1=NC=C(C(=N1)Cl)CN1CC(CC1)F